BrC=1C=C2SC3=NC(=CN3C2=CC1)C(=O)NC=1C=NC=C(C1)OC 10-Bromo-N-(5-methoxypyridin-3-yl)-7-thia-2,5-diazatricyclo[6.4.0.02,6]dodeca-1(12),3,5,8,10-pentaene-4-carboxamide